C1(CC1)[C@@H](C)NC1=NC(=NC(=N1)N[C@H](C)C1CC1)C1=NC(=CC=C1)C(F)(F)F N2,N4-bis((R)-1-cyclopropylethyl)-6-(6-(trifluoromethyl)-pyridin-2-yl)-1,3,5-triazine-2,4-diamine